FC1=CC2=C(O[C@H](C3=C(O2)C=CC=C3)CNC(OC(C)(C)C)=O)C=C1 |r| Racemic-tert-butyl ((7-fluoro-11H-dibenzo[b,e][1,4]dioxepin-11-yl)methyl)carbamate